NC1=C(SC2=NC(=CN=C21)C)C(=O)NC2CC=1C(=NC(=CC1)N1CC(C(C1)CF)N)OC2 7-amino-N-{7-[3-amino-4-(fluoromethyl)pyrrolidin-1-yl]-2H,3H,4H-pyrano[2,3-b]pyridin-3-yl}-3-methylthieno[2,3-b]pyrazine-6-carboxamide